(R)-3-((3-(4-amino-2H-pyrazolo[3,4-d]pyrimidin-2-yl)phenyl)ethynyl)-3-hydroxy-1-methylpyrrolidin-2-one NC=1C=2C(N=CN1)=NN(C2)C=2C=C(C=CC2)C#C[C@]2(C(N(CC2)C)=O)O